[3-(2-chloro-5-fluorophenyl)-2-[(4-methoxyphenyl)methyl]-1,6-dioxo-1,2,3,7-tetrahydropyrrolo[3,4-f]isoquinolin-4-yl]-5-fluoro-3-(trifluoromethyl)benzamide ClC1=C(C=C(C=C1)F)C1N(C(C2=C3C=CNC(C3=CC(=C21)C2=C(C(=O)N)C=C(C=C2C(F)(F)F)F)=O)=O)CC2=CC=C(C=C2)OC